(E)-N-(4-(3-chloro-4-(pyridin-2-ylmethoxy)phenyl)-4H-pyrido[2,3,4-de]quinazolin-7-yl)-4-(piperidin-1-yl)but-2-enamide ClC=1C=C(C=CC1OCC1=NC=CC=C1)N1C=CC=2C=3C1=NC=NC3C=CC2NC(\C=C\CN2CCCCC2)=O